C(CCCC)OP(O)(=O)CC(=O)NO (2-(hydroxyamino)-2-oxoethyl)phosphonic acid hydrogen amyl ester